COC=1C=C(C#N)C=CC1O[C@@H](COC1=CC(=CC=C1)C1=CC=NN1C)C (R)-3-methoxy-4-((1-(3-(1-methyl-1H-pyrazol-5-yl)phenoxy)propan-2-yl)oxy)benzonitrile